FC=1C=C(C=CC1)C(CO)NC(CC)=O N-(1-(3-fluorophenyl)-2-hydroxyethyl)propanamide